(5aR,5bS,7aS,10aS,10bR)-2-(4-fluorophenyl)-5a,7a-dimethyl-5,5a,5b,6,7,7a,8,9,10,10a,10b,11-dodecahydro-4H-cyclopenta[7,8]phenanthro[2,1-d]thiazol-8-ol FC1=CC=C(C=C1)C=1SC2=C(N1)CC[C@@]1([C@H]3CC[C@]4([C@H]([C@@H]3CC=C12)CCC4O)C)C